(2-(3-cyclopropyl-1H-pyrazol-1-yl)-6-((4,4-difluorocyclohexyl)amino)pyrimidin-4-yl)methanol C1(CC1)C1=NN(C=C1)C1=NC(=CC(=N1)CO)NC1CCC(CC1)(F)F